C(CCCCCC\C=C/C\C=C/CCCCCC)(=O)O (8z,11z)-octadeca-8,11-dienoic acid